2-{3-[(3R,5S)-3,5-dimethylpiperazin-1-yl]-1,2,4-triazin-6-yl}-5-(2-methyl[1,2,4]triazolo[1,5-a]pyrimidin-6-yl)phenol dihydrochloride Cl.Cl.C[C@@H]1CN(C[C@@H](N1)C)C=1N=NC(=CN1)C1=C(C=C(C=C1)C=1C=NC=2N(C1)N=C(N2)C)O